8-(4'-cyano-biphenyl-4-yl)-6-(4-pyridin-3-yl-phenyl)-benzo[4,5]imidazo[1,2-a]pyridine C(#N)C1=CC=C(C=C1)C1=CC=C(C=C1)C1=CC2=C(N=C3N2C=CC=C3)C(=C1)C1=CC=C(C=C1)C=1C=NC=CC1